C[C@H]1[C@H](C[C@H](C(N1CC(F)(F)F)=O)NC(=O)C1=CC2=C(S1)C[C@@]1(C(NC3=NC=CC=C31)=O)C2)C2=CC=CC=C2 (S)-N-((3R,5R,6S)-6-methyl-2-oxo-5-phenyl-1-(2,2,2-trifluoroethyl)piperidin-3-yl)-2'-oxo-1',2',4,6-tetrahydrospiro[cyclopenta[b]thiophene-5,3'-pyrrolo[2,3-b]pyridine]-2-carboxamide